(3,5-difluoro-phenyl)-6-(3-fluoro-6-methoxy-pyridin-2-yl)-N'-isopropyl-[1,3,5]triazine-2,4-diamine FC=1C=C(C=C(C1)F)NC1=NC(=NC(=N1)NC(C)C)C1=NC(=CC=C1F)OC